ammonia ethyl-Acetate C(C)OC(C)=O.N